ClC1=C(C=CC(=C1)OC1=C(C=CC(=C1)F)OC)C(C1=CNC2=C1C1=C(NC([C@](N1)(C)COC)=O)C=N2)O (2S)-9-((2-chloro-4-(5-fluoro-2-methoxyphenoxy)phenyl)(hydroxy)methyl)-2-(methoxymethyl)-2-Methyl-1,2,4,7-tetrahydro-3H-pyrrolo[3',2':5,6]pyrido[3,4-b]pyrazin-3-one